1-Undecyl-3-butylpyrrolidinium triflat [O-]S(=O)(=O)C(F)(F)F.C(CCCCCCCCCC)[NH+]1CC(CC1)CCCC